(1r,3r)-3-{4-[6-(1,3-dimethyl-1H-pyrazol-4-yl)furo[2,3-d]pyrimidin-4-yl]-3-(4-fluorophenyl)-1H-pyrazol-1-yl}cyclobutane-1-carbonitrile CN1N=C(C(=C1)C1=CC2=C(N=CN=C2C=2C(=NN(C2)C2CC(C2)C#N)C2=CC=C(C=C2)F)O1)C